[C@H]12CN(C[C@H](CC1)N2)C=2C1=C(N=C(N2)OCC23CCCN3CCC2)C(=C(N=C1C#CC)C1=CC=CC2=CC=C(C(=C12)C#C)F)F 4-(4-((1R,5S)-3,8-diazabicyclo[3.2.1]oct-3-yl)-8-fluoro-5-(propynyl)-2-((Tetrahydro-1H-pyrrolizin-7a(5H)-yl)methoxy)pyrido[4,3-d]pyrimidin-7-yl)-5-ethynyl-6-fluoronaphthalene